C(C1=CC=CC=C1)OC1=CC(=C(C#N)C=C1B1OC(C(O1)(C)C)(C)C)F 4-benzyloxy-2-fluoro-5-(4,4,5,5-tetramethyl-1,3,2-dioxaborolan-2-yl)benzonitrile